trans-2,4-nona-dienal C(\C=C\C=CCCCC)=O